BrC=1C=CC(=NC1F)C=NS(=O)C(C)(C)C N-((5-bromo-6-fluoropyridin-2-yl)methylene)-2-methylpropane-2-sulfinamide